BrC=1C=C2N=C(C(=NC2=CC1)Cl)Cl 6-bromo-2,3-dichloro-quinoxaline